(R)-N-(3-(3,4-dihydroisoquinolin-2(1H)-yl)-2-hydroxypropyl)-4,5,6,7-tetrahydrothieno[3,2-c]pyridine-2-carboxamide C1N(CCC2=CC=CC=C12)C[C@@H](CNC(=O)C1=CC=2CNCCC2S1)O